[I-].[Yb+3].[I-].[I-] ytterbium(III) iodide